C(C1=CC=CC=C1)(C1=CC=CC=C1)N1CN(C=2C1=NC=C(C2)Br)CC(CC)=O 3-benzhydryl-6-bromo-1-(2-oxobutyl)-1,3-dihydro-2H-imidazo[4,5-b]Pyridine